C(C)OC(CC1=CNC2=CC=C(C=C12)C1=CC(=CC=C1)C)=O 5-(3-methylphenyl)-indole-3-acetic acid ethyl ester